3,4-difluoro-2-hydroxybenzoic acid FC=1C(=C(C(=O)O)C=CC1F)O